N-((1R)-3-cyano-3-azabicyclo[3.2.0]heptan-1-yl)-2'-(phenylamino)-[1,1'-biphenyl]-4-carboxamide C(#N)N1C[C@]2(CCC2C1)NC(=O)C1=CC=C(C=C1)C1=C(C=CC=C1)NC1=CC=CC=C1